(R)-7-[2-[3-(1-amino-7-isoquinolyl)-4-methyl-phenyl]ethynyl]-5,6-dihydropyrrolo[1,2-a]imidazol-7-ol NC1=NC=CC2=CC=C(C=C12)C=1C=C(C=CC1C)C#C[C@@]1(CCN2C1=NC=C2)O